OCC=1C=C2CCN(CC2=CC1)C(=O)OC(C)(C)C Tert-Butyl 6-(hydroxymethyl)-3,4-dihydroisoquinoline-2(1H)-carboxylate